eicosenyl glycidyl ether C(C1CO1)OC=CCCCCCCCCCCCCCCCCCC